ClC=1C=C(C=CC1)NC(=O)NC1=CC(=CC=C1)C(=O)C=1C=C2N=C(C=NC2=CC1)C 1-(3-chlorophenyl)-3-(3-(3-methylquinoxaline-6-carbonyl)phenyl)urea